BrC=1C=CC2=C([Si](C3=C2C=CC(=C3)Br)(C3=CC=CC=C3)C3=CC=CC=C3)C1 3,7-dibromo-5,5-diphenyl-5H-dibenzo[b,d]silole